2-(6-(4-(((6-(2,4-dioxotetrahydropyrimidin-1(2H)-yl)pyridazin-3-yl)methyl)(methyl)amino)piperidin-1-yl)-1-oxoisoindolin-2-yl)-2-(5-fluoro-2-hydroxyphenyl)-N-(thiazol-2-yl)acetamide O=C1N(CCC(N1)=O)C1=CC=C(N=N1)CN(C1CCN(CC1)C1=CC=C2CN(C(C2=C1)=O)C(C(=O)NC=1SC=CN1)C1=C(C=CC(=C1)F)O)C